(1R,3S)-3-(3-(2-(2-((E)-(tert-butylimino)methyl)-3-hydroxy-5-methoxyphenoxy)acetamido)-1H-pyrazol-5-yl)cyclopentyl isopropylcarbamate C(C)(C)NC(O[C@H]1C[C@H](CC1)C1=CC(=NN1)NC(COC1=C(C(=CC(=C1)OC)O)/C=N/C(C)(C)C)=O)=O